N-(1-(3-fluoropropyl)azetidin-3-yl)-6-(8-methyl-7-(2,2,2-trifluoroethyl)-6,7,8,9-tetrahydro-3H-pyrazolo[4,3-f]isoquinolin-6-yl)pyridin-3-amine FCCCN1CC(C1)NC=1C=NC(=CC1)C1N(C(CC2=C3C(=CC=C12)NN=C3)C)CC(F)(F)F